C(C=C)N(C(OCC=C)=O)CC(C=1SC=C(N1)C(CO[Si](C1=CC=CC=C1)(C1=CC=CC=C1)C(C)(C)C)O)N Allyl allyl(2-amino-2-(4-(2-((tert-butyldiphenylsilyl)oxy)-1-hydroxyethyl)thiazol-2-yl)ethyl)carbamate